CC=1C=CC=C2C=CN=C(C12)N(C(=O)N1CCC(CC1)N1C(C=CC2=CC=CC=C12)=O)[C@H]1CNCCC1 (R)-N-(8-methylisoquinolin-1-yl)-4-(2-oxoquinolin-1(2H)-yl)-N-(piperidin-3-yl)piperidine-1-carboxamide